OC1=C(C#N)C=CC(=C1)C=1N=NC(=C2C1SC=C2)NC2CNCCC2 Hydroxy-4-(4-(piperidin-3-ylamino)thieno[2,3-d]pyridazin-7-yl)benzonitrile